21-hydroxy-20-methyl-pregna-4,6-diene OCC([C@H]1CC[C@H]2[C@@H]3C=CC4=CCCC[C@]4(C)[C@H]3CC[C@]12C)C